NC1=C(C(=O)N)C=C(C(=N1)C1=CC(=CC=C1)F)C=1C=C2C(=NC=NC2=CC1)C 2-amino-6-(3-fluorophenyl)-5-(4-methylquinazolin-6-yl)nicotinamide